NC1=NC=NN2C1=C(N=C2C(C)C)C=2NC1=CC(=CC=C1C2Cl)C(=O)NC 2-[4-Amino-7-(propan-2-yl)imidazo[4,3-f][1,2,4]triazin-5-yl]-3-chloro-N-methyl-1H-indole-6-carboxamide